N(=C=O)CCCCCCCN=C=O 1,7-diisocyanatoheptane